2-hydroxy-phenylpropionic acid ethyl ester C(C)OC(C(C)C1=C(C=CC=C1)O)=O